FC1=C(C=C(C=C1)OC=1C(=C2C=CN(C2=CC1F)S(=O)(=O)C1=CC=C(C=C1)C)S(=O)(=O)C)C=1NC=C(N1)CCN 2-[2-[2-fluoro-5-[6-fluoro-4-methylsulfonyl-1-(p-tolylsulfonyl)indol-5-yl]oxy-phenyl]-1H-imidazol-4-yl]ethanamine